tert-butyl (6-(hydroxymethyl)-5-methylpyridazin-3-yl)carbamate OCC1=C(C=C(N=N1)NC(OC(C)(C)C)=O)C